BrCC(F)(F)N1N=C(C(=C1)F)S(=O)(=O)NC(C)(C)C 1-(2-bromo-1,1-difluoroethyl)-N-tert-butyl-4-fluoropyrazole-3-sulfonamide